5-chloro-2-(4-methoxy-1-methyl-4-piperidyl)-1,3-benzothiazole ClC=1C=CC2=C(N=C(S2)C2(CCN(CC2)C)OC)C1